FC1=NC=CC(=C1)CNC(=O)C1COC2=C(O1)C=C(C=C2)OCC2=CC=CC=C2 7-Benzyloxy-2,3-dihydro-benzo[1,4]dioxine-2-carboxylic acid (2-fluoro-pyridin-4-ylmethyl)-amide